[Si](C)(C)(C(C)(C)C)OC1=CC=C(NC=2C=C(N(C2C)CCN(C)C2CC2)C#N)C=C1 4-[4-[tert-butyl(dimethyl)silyl]oxyanilino]-1-[2-[cyclopropyl(methyl)amino]ethyl]-5-methyl-pyrrole-2-carbonitrile